(5-([CYCLOPENTYL(METHYL)AMINO]METHYL)-2-METHOXYPHENYL)BORANEDIOL C1(CCCC1)N(C)CC=1C=CC(=C(C1)B(O)O)OC